5-(7-fluoro-imidazo[1,2-a]pyridin-3-yl)isoquinolin-1(2H)-one FC1=CC=2N(C=C1)C(=CN2)C2=C1C=CNC(C1=CC=C2)=O